(R)-2-cyclohexyl-2-(methylamino)-N-phenylacetamide hydrochloride Cl.C1(CCCCC1)[C@H](C(=O)NC1=CC=CC=C1)NC